1,1-dicyano-2-methoxy-2-(4-phenoxyphenyl)ethylene C(#N)C(=C(C1=CC=C(C=C1)OC1=CC=CC=C1)OC)C#N